di((9Z,12Z)-octadeca-9,12-dien-1-yl) 2-((3-(dimethylamino)propyl)disulfaneyl)succinate CN(CCCSSC(C(=O)OCCCCCCCC\C=C/C\C=C/CCCCC)CC(=O)OCCCCCCCC\C=C/C\C=C/CCCCC)C